CCCC(C(CC)CO)O 2-ethylhexanediol